NC(C(=O)O)CC(=O)C1=C(C=CC(=C1)C(C)C)N 2-amino-4-(2-amino-5-isopropylphenyl)-4-oxobutanoic acid